1-(3,6-bis(dimethylamino)-10,10-dimethyl-9,10-dihydroanthracen-9-yl)ethyl (4-nitrophenyl) carbonate C(OC(C)C1C2=CC=C(C=C2C(C=2C=C(C=CC12)N(C)C)(C)C)N(C)C)(OC1=CC=C(C=C1)[N+](=O)[O-])=O